1-[(4S)-4-phenyl-6,7-dihydro-4H-pyrazolo[5,1-c][1,4]oxazin-2-yl]propan-1-one C1(=CC=CC=C1)[C@@H]1OCCN2C1=CC(=N2)C(CC)=O